C(C)(=O)OCCN1C=C(C(C2=CC=CC=C12)=O)CN(CC1=CC(=NC=C1)C)[C@@H]1CN(CCC1)C=1C=NC(=CC1)C 2-[3-({[(3S)-1-(6-methylpyridin-3-yl)piperidin-3-yl][(2-methylpyridin-4-yl)methyl]amino}methyl)-4-oxo-1,4-dihydroquinolin-1-yl]ethyl acetate